CC(C)(C)C1=CC=C(C=C1)CC(C=O)C 4-(1,1-dimethylethyl)-α-methyl-benzenepropanal